C1(CC1)CCN(C1=C2CN(C(C2=CC=C1)=O)N1C(CCCC1=O)=O)C1CCC(CC1)N(C)CCOC 4-[(2-cyclopropylethyl)[(1s,4s)-4-[(2-methoxyethyl)(methyl)amino]cyclohexyl]amino]-1-oxo-3H-isoindol-2-ylpiperidine-2,6-dione